1-[(tert-butoxy)carbonyl]-4-(2-methylphenoxy)piperidine-4-carboxylic acid C(C)(C)(C)OC(=O)N1CCC(CC1)(C(=O)O)OC1=C(C=CC=C1)C